9,9-bis[4-(2,3-epoxypropoxy)phenyl]fluorenone C(C1CO1)OC1=CC=C(C=C1)C1(C2=CC=CC=C2C=2C=CCC(C12)=O)C1=CC=C(C=C1)OCC1CO1